2-methyl-5-[(pyridin-2-yl)methoxy]-N-(4,4,4-trifluoro-1-hydroxybutan-2-yl)-2H-indazole-3-carboxamide CN1N=C2C=CC(=CC2=C1C(=O)NC(CO)CC(F)(F)F)OCC1=NC=CC=C1